FC=1C=C(C=C(C1)F)[C@@H]1CCC2=NN(C(N21)=O)[C@@H]2C[C@H](C2)OC2=NC=CN=C2 (5S)-5-(3,5-difluorophenyl)-2-{trans-3-[(pyrazin-2-yl)oxy]cyclobutyl}-2,5,6,7-tetrahydro-3H-pyrrolo[2,1-c][1,2,4]triazol-3-one